FC=1C=C2C(=NNC2=CC1OCCOC)C1=CC(=NO1)C1=CC=C(C=C1)C(=O)N1CC=2NN=CC2C1 5-Fluoro-6-(2-methoxyethoxy)-3-[3-(4-{1H,4H,5H,6H-pyrrolo[3,4-c]pyrazole-5-carbonyl}phenyl)-1,2-oxazol-5-yl]-1H-indazole